BrC1=CC=2N(C=C1Cl)C(=CN2)I 7-bromo-6-chloro-3-iodoimidazo[1,2-a]pyridine